C(CC)N1C(=NC=C1C)C 1-propyl-2,5-dimethylimidazole